gamma-methacryloxypropyl-methyldimethyl-silaneOne C(C(=C)C)(=O)OCCCC([Si](=O)C)C